CC1(NCCC(C1)N1N=CC(=C1)C1=C(C=C(C=C1)NC(CC1=NC(=CC=C1)C(F)(F)F)=O)F)C N-(4-(1-(2,2-dimethylpiperidin-4-yl)-1H-pyrazol-4-yl)-3-fluorophenyl)-2-(6-(trifluoromethyl)pyridin-2-yl)acetamide